[2-[6-(methoxymethoxy)-2,7-dimethyl-indazol-5-yl]-4-methyl-pyrimidine-5-carbonyl]oxysodium COCOC=1C(=CC2=CN(N=C2C1C)C)C1=NC=C(C(=N1)C)C(=O)O[Na]